(S)- or (R)-6-[1-(2-Fluoro-6-methyl-phenyl)-piperidin-4-yl]-2,7-dimethyl-4-(2-trifluoromethylbenzyl)-2,4,6,7-tetrahydro-pyrazolo[4,3-d]pyrimidin-5-one FC1=C(C(=CC=C1)C)N1CCC(CC1)N1C(N(C=2C([C@@H]1C)=NN(C2)C)CC2=C(C=CC=C2)C(F)(F)F)=O |o1:19|